elaidyl hextriacontanoate C(CCCCCCCCCCCCCCCCCCCCCCCCCCCCCCCCCCC)(=O)OCCCCCCCC\C=C\CCCCCCCC